5-(4-fluorophenyl)-N-(1-methylazetidin-3-yl)pentanamide FC1=CC=C(C=C1)CCCCC(=O)NC1CN(C1)C